2-[[7'-[2-[2-methyl-2-(prop-2-enoylamino)propanoyl]oxyethoxy]-2,2'-dioxo-4,4'-spirobi[chromane]-7-yl]oxy]ethyl 2-methyl-2-(prop-2-enoylamino)propanoate CC(C(=O)OCCOC1=CC=C2C3(CC(OC2=C1)=O)CC(OC1=CC(=CC=C13)OCCOC(C(C)(NC(C=C)=O)C)=O)=O)(C)NC(C=C)=O